(3-fluorophenyl)-2-((4-(trifluoromethyl)benzyl)thio)benzo[d]oxazole FC=1C=C(C=CC1)C1=CC=CC2=C1N=C(O2)SCC2=CC=C(C=C2)C(F)(F)F